C1(CC1)C1=CC(=NC(=N1)N1C=NC=C1)C(=O)NC1CCC(CC1)OC 6-cyclopropyl-2-(1H-imidazol-1-yl)-N-((1r,4r)-4-methoxycyclohexyl)pyrimidine-4-carboxamide